OC1=C(C2OC3=C(C(=CC=C3CC2)O)CC=C(C)C)C=CC(=C1)OC 2',7-Dihydroxy-4'-methoxy-8-prenylflavan